3-(5-(1'-((R)-3-(4-amino-3-(4-phenoxyphenyl)-1H-pyrazolo[3,4-d]pyrimidin-1-yl)-[1,4'-bipiperidine]-1'-carbonyl)-[4,4'-bipiperidin]-1-yl)-1-oxoisoindolin-2-yl)piperidine-2,6-dione NC1=C2C(=NC=N1)N(N=C2C2=CC=C(C=C2)OC2=CC=CC=C2)[C@H]2CN(CCC2)C2CCN(CC2)C(=O)N2CCC(CC2)C2CCN(CC2)C=2C=C1CN(C(C1=CC2)=O)C2C(NC(CC2)=O)=O